COC(C[C@H](C(C)(C)C)NC1=C(C=C(C(=C1)Cl)C(NC)=O)N)=O (R)-3-((2-amino-5-chloro-4-(methylcarbamoyl)phenyl)amino)-4,4-dimethylvaleric acid methyl ester